(E)-3-(4-((2-(4-fluoro-2-methylbenzoyl)-6-hydroxybenzo[b]thiophen-3-yl)oxy)phenyl)acrylic acid FC1=CC(=C(C(=O)C2=C(C3=C(S2)C=C(C=C3)O)OC3=CC=C(C=C3)/C=C/C(=O)O)C=C1)C